ClC=1SC(=CN1)COC1=C(OC2=CC=CC=C2C1=O)C1=CC=CC=C1 3-((2-chlorothiazol-5-yl)methoxy)-2-phenyl-4H-chromen-4-one